N[C@@H](C)C1=CC=C(C=C1)C1=CC=C(C=C1)NC (S)-4'-(1-aminoethyl)-N-methyl-[1,1'-biphenyl]-4-amine